O=C1NC(CCC1N1C(N(C2=C1C=CC(=C2O)C2CCN(CC2)C(=O)OC(C)(C)C)C)=O)=O tert-butyl 4-[1-(2,6-dioxo-3-piperidyl)-4-hydroxy-3-methyl-2-oxo-benzimidazol-5-yl]piperidine-1-carboxylate